NC1=CC=C(CC2(C(C=3CCC(OC3C3=C2C=CC=C3)(C)C)=O)O)C=C1 6-(4-aminobenzyl)-6-hydroxy-2,2-dimethyl-2,3,4,6-tetrahydro-5H-benzo[h]chromen-5-one